C1=CC=C(C=C1)OC2=CC=C(C=C2)Cl 4-chlorodiphenylether